5-(dimethylamino)-6-(2-(ethoxymethoxy)-4-ethynylphenyl)-1,2,4-triazine CN(C=1N=CN=NC1C1=C(C=C(C=C1)C#C)OCOCC)C